(R)-5-(1-(3,5-dichloropyridin-4-yl)ethoxy)-3-(6-fluoropyridin-3-yl)-1H-pyrazolo[4,3-b]pyridine ClC=1C=NC=C(C1[C@@H](C)OC1=CC=C2C(=N1)C(=NN2)C=2C=NC(=CC2)F)Cl